(1R,3S,5R)-tert-butyl-3-(1-(2,2,2-trifluoroethyl) pyrrolidin-3-ylcarbamoyl)-2-azabicyclo[3.1.0]hexane-2-carboxylate C(C)(C)(C)OC(=O)N1[C@@H]2C[C@@H]2C[C@H]1C(NC1CN(CC1)CC(F)(F)F)=O